C(=O)(OCC1C2=CC=CC=C2C2=CC=CC=C12)N[C@@H](CCCCN)C(=O)O N-Fmoc-lysine